N1C(OCC2=C1N=CN=C2)=O 4H-pyrimido[4,5-d][1,3]oxazin-2-one